C1(CC1)CCC1=CC=C(C=C1)C1=NOC(=N1)CC(C(=O)OC(C)(C)C)P(=O)(OCC)OCC tert-butyl 3-(3-(4-(2-cyclopropylethyl)phenyl)-1,2,4-oxadiazol-5-yl)-2-(diethoxyphosphoryl)propanoate